Methyl-3-(2-cyano-1-propen-1-yl)-2,2-dimethylcyclopropane formate C(=O)O.CC1C(C1C=C(C)C#N)(C)C